CN(C(=O)N1CCN(CC1)C=1C=2N(C=C(C1)S(NC1(CC1)C)(=O)=O)C(=CN2)C(=O)OC2CCC2)C cyclobutyl 8-(4-(dimethylcarbamoyl)piperazin-1-yl)-6-(N-(1-methylcyclopropyl)sulfamoyl)imidazo[1,2-a]pyridine-3-carboxylate